C(#N)C=1C(=C(C=CC1)[C@@H](C)NC1=NC(=NC2=CC(=C(C=C12)N1CCC(CC1)C(=O)O)OC)C)C (R)-1-(4-((1-(3-cyano-2-methylphenyl)ethyl)amino)-7-methoxy-2-methylquinazolin-6-yl)piperidine-4-carboxylic acid